[5-(3-cyclopropoxyphenyl)-1-[2-(dimethylamino)phenyl]-1H-pyrazol-3-yl]-methanol C1(CC1)OC=1C=C(C=CC1)C1=CC(=NN1C1=C(C=CC=C1)N(C)C)CO